BrC=1C=CC(=C(C1)NC(C(F)(F)F)=O)O N-(5-Bromo-2-hydroxyphenyl)-2,2,2-trifluoroacetamide